4-[tert-Butyl(methyl)amino]benzoic acid C(C)(C)(C)N(C1=CC=C(C(=O)O)C=C1)C